BrC=1C=C(C=CC1)C1=CC(=CC(=C1)C(C)(C)C)C(C)(C)C 3'-bromo-3,5-di-tert-butyl-1,1'-biphenyl